(E)-N-(2-(2-oxo-2,3-dihydro-1,3-benzoxazol-3-yl)ethyl)-3-(3,4,5-trimethoxyphenyl)acrylamide O=C1OC2=C(N1CCNC(\C=C\C1=CC(=C(C(=C1)OC)OC)OC)=O)C=CC=C2